S(=O)(=O)(O)CCCSC(N(C)C)=S N,N-dimethyldithiocarbamic acid (3-sulfopropyl)ester